Methyl 3-(3-(3,5-di-tert-butyl-4-hydroxybenzyl)-5-((dodecylthio)methyl)-4-hydroxyphenyl)propanoate C(C)(C)(C)C=1C=C(CC=2C=C(C=C(C2O)CSCCCCCCCCCCCC)CCC(=O)OC)C=C(C1O)C(C)(C)C